2-(7-fluoronaphthalen-1-yl)-N,N-dimethylethan-1-amine fumarate C(\C=C\C(=O)O)(=O)O.FC1=CC=C2C=CC=C(C2=C1)CCN(C)C